6-(4-(6-methylpyridin-2-yl)-1-((2-(trimethylsilyl)ethoxy)methyl)-1H-imidazole-5-yl)quinolin-3-amine CC1=CC=CC(=N1)C=1N=CN(C1C=1C=C2C=C(C=NC2=CC1)N)COCC[Si](C)(C)C